COC1=CC=C(C(=N1)C(=O)O)C(=O)O 6-methoxypyridin-2,3-dicarboxylic acid